NC1=C(C=C(N=N1)C1=C(C=CC=C1)O)N1CCC2(CC1)CCN(CC2)C2=CC(=NC=C2)C#CCN2CCCCCC2 2-[6-amino-5-[9-[2-[3-(azepan-1-yl)prop-1-ynyl]-4-pyridyl]-3,9-diazaspiro[5.5]undecan-3-yl]pyridazin-3-yl]phenol